COC(=O)C1=C(N(C2=CC=CC=C12)C(C)C1CC2C(CNC2)C1)C 2-methyl-1-(1-(octahydrocyclopenta[c]pyrrol-5-yl)ethyl)-1H-indole-3-carboxylic acid methyl ester